O1CCN(CC1)C1=CC(=NC=N1)NCC1CC2(C1)CCN(CC2)C2=CC=CC=C2 6-Morpholino-N-((7-phenyl-7-azaspiro[3.5]nonan-2-yl)methyl)pyrimidin-4-amine